NC1=NC(=C(C=2N1N=C(N2)C2COCC2)Br)C2=C(C#N)C=CC=C2 (5-amino-8-bromo-2-(tetrahydrofuran-3-yl)-[1,2,4]triazolo[1,5-c]pyrimidin-7-yl)benzonitrile